5-chloro-2-methyl-4-isothiazolin-3-one hydrochloride salt Cl.ClC1=CC(N(S1)C)=O